3-[2-Chloro-5-(4-methyl-7-{[2-(trimethylsilyl)ethoxy]methyl}-7H-pyrrolo[2,3-d]pyrimidin-6-yl)pyridin-4-yl]propan-1-ol ClC1=NC=C(C(=C1)CCCO)C1=CC2=C(N=CN=C2C)N1COCC[Si](C)(C)C